C(CC)(=O)OC=1C=C(C=CC1)C1=C(C=CC=C1)P(C1=CC=CC=C1)C1=CC=CC=C1 (2'-(diphenylphosphino)-[1,1'-biphenyl]-3-yl) propanoate